diphenylcyclohexadecane C1(=CC=CC=C1)C1(CCCCCCCCCCCCCCC1)C1=CC=CC=C1